ClC=1C=C(C(=NC1)OCC(C)C)B(O)O 5-CHLORO-2-ISOBUTOXYPYRIDINE-3-BORONIC ACID